tert-butyl (2R,4R)-4-((4-acetyl-6-chloro-3-fluoropyridin-2-yl) methyl)-1-(3-chloro-2-fluorobenzyl)-2-methylpiperidine-4-carboxylate C(C)(=O)C1=C(C(=NC(=C1)Cl)C[C@@]1(C[C@H](N(CC1)CC1=C(C(=CC=C1)Cl)F)C)C(=O)OC(C)(C)C)F